Cl.CC1(CC2(C1)CCNCC2)O 2-methyl-7-azaspiro[3.5]nonan-2-ol hydrochloride